BrC1=C(C(=CC=C1)C1=CC=CC=C1)O bromo-[1,1'-biphenyl]-2-ol